CC(CC[C@H](C=1N=NNN1)NC1=NC=NC2=CC=CC=C12)(C)C [(R)-4,4-dimethyl-1-(2H-tetraazol-5-yl)pentyl]-4-quinazolinylamine